2-(1-(4-(dimethylamino)butanoyl)piperidin-3-yl)-5-hydroxy-N-(isoxazol-4-yl)-1-methyl-6-oxo-1,6-dihydropyrimidine-4-carboxamide CN(CCCC(=O)N1CC(CCC1)C=1N(C(C(=C(N1)C(=O)NC=1C=NOC1)O)=O)C)C